BrC1=CC=C(C=2C=NNC12)C(=O)N1[C@@H]2C=3C(=NN(C3CC1)C1=CC=C(C=C1)C1CCC1)OCCN(C2)C(C=C)=O |r| (rac)-1-(5-(7-bromo-1H-indazole-4-carbonyl)-2-(4-cyclobutylphenyl)-2,3,4,5,5a,6,8,9-octahydro-7H-10-oxa-1,2,5,7-tetraazacycloocta[cd]inden-7-yl)prop-2-en-1-one